CN(C(O[C@H](C(=O)NC=1C(N(C=CC1)CC1=CC2=NC(=C(C(=C2N1)CC(C)C)F)C)=O)CC\C=C\C(=O)N(C)C)=O)C (S,E)-7-(dimethylamino)-1-((1-((6-fluoro-7-isobutyl-5-methyl-1H-pyrrolo[3,2-b]pyridin-2-yl)methyl)-2-oxo-1,2-dihydropyridin-3-yl)amino)-1,7-dioxohept-5-en-2-yl dimethylcarbamate